COCCNC(=O)C=1C=CC2=C(N=C(O2)N)C1 N-2-methoxyethyl-2-amino-1,3-benzoxazole-5-carboxamide